6-(3-methoxyphenyl)-3-hydrazino-4-methylpyridazine COC=1C=C(C=CC1)C1=CC(=C(N=N1)NN)C